C12COCC(N1CCN1C(C(=C(C3=CC(=CN=C13)C1=CC=C(C=C1)F)O)C(=O)NC13CC(C1)C3)=O)C2 1-(2-(3-oxa-6-azabicyclo[3.1.1]heptan-6-yl)ethyl)-N-(bicyclo[1.1.1]pentan-1-yl)-6-(4-fluorophenyl)-4-hydroxy-2-oxo-1,2-dihydro-1,8-naphthyridine-3-carboxamide